C(C1=CC=CC=C1)OC=1C=C(C(=O)OC)C=C(C1C(C)C)OCC1=CC=CC=C1 methyl 3,5-dibenzyloxy-4-isopropylbenzoate